N-(1-(5-cyclopropylpyrimidin-2-yl)piperidin-4-yl)-6-(difluoromethyl)-8-(2-methyl-2,6-diazaspiro[3.4]octan-6-yl)quinazolin-2-amine C1(CC1)C=1C=NC(=NC1)N1CCC(CC1)NC1=NC2=C(C=C(C=C2C=N1)C(F)F)N1CC2(CN(C2)C)CC1